[2'-(1H-tetrazol-5-yl)-biphenyl-4-ylmethyl]imidazole-4-carboxylic acid N1N=NN=C1C1=C(C=CC=C1)C1=CC=C(C=C1)CC=1NC=C(N1)C(=O)O